6-(2-azaspiro[3.3]heptan-6-ylmethyl)-2-(trifluoromethyl)pyrazolo[1,5-a]pyrimidine C1NCC12CC(C2)CC=2C=NC=1N(C2)N=C(C1)C(F)(F)F